Tert-butyl (S)-(6-(3-((tert-butoxycarbonyl)amino)but-1-en-2-yl)-7-methylthieno[3,2-c]pyridazin-4-yl)(thiophen-2-ylmethyl)carbamate C(C)(C)(C)OC(=O)N[C@H](C(=C)C1=C(C=2N=NC=C(C2S1)N(C(OC(C)(C)C)=O)CC=1SC=CC1)C)C